CNCC1=CC=CC=C1 (R)-methylbenzylamine